N1N=C(C=2C1=CN=CC2)C2=CC=C1CCCN(C1=C2)C(=O)OC(C)(C)C tert-butyl 7-{1H-pyrazolo[3,4-c]pyridin-3-yl}-3,4-dihydro-2H-quinoline-1-carboxylate